CC1COC(O1)=O 5-methyl-1,3-dioxolane-2-one